3-[4-[3-[2-[4-(2-Hydroxyoctadecoxy)phenyl]acetyl]oxypropyl]piperazin-1-yl]propyl 2-[4-(2-hydroxyoctadecoxy) phenyl]acetate OC(COC1=CC=C(C=C1)CC(=O)OCCCN1CCN(CC1)CCCOC(CC1=CC=C(C=C1)OCC(CCCCCCCCCCCCCCCC)O)=O)CCCCCCCCCCCCCCCC